CS(=O)(=O)NC1=NN(C=C1)C(=O)N1CCC(CC1)OC1=C(C=C(C=C1)C(F)(F)F)NCC(=O)O (2-((1-(3-(Methylsulfonamido)-1H-pyrazole-1-carbonyl)piperidin-4-yl)oxy)-5-(trifluoromethyl)phenyl)glycine